3-((13-(ethyldimethylsilyl)tridecyl)oxy)propyl hydrogen ((((R)-1-(6-amino-9H-purin-9-yl)propan-2-yl)oxy)methyl)phosphonate NC1=C2N=CN(C2=NC=N1)C[C@@H](C)OCP(OCCCOCCCCCCCCCCCCC[Si](C)(C)CC)(O)=O